OC1=NN2C(C=CC=C2)=C1C(=O)NC1=C(C(=C(C(=C1F)F)C1=CC(=CC=C1)F)F)F 2-Hydroxy-N-(2,3,3',5,6-pentafluoro-[1,1'-biphenyl]-4-yl)pyrazolo[1,5-a]pyridine-3-carboxamide